(6-(5-(benzyl-(methyl)amino)-3-hydroxy-4,5,6,7-tetrahydro-2H-indazol-2-yl)pyridin-2-yl)acetamide C(C1=CC=CC=C1)N(C1CC2=C(N(N=C2CC1)C1=CC=CC(=N1)CC(=O)N)O)C